(S)-N-(4-ethyl-8-fluoro-4-hydroxy-3,14-dioxo-3,4,12,14-tetrahydro-1H-pyrano[3',4':6,7]indolizino[1,2-b]quinolin-9-yl)acetamide C(C)[C@]1(C(OCC=2C(N3CC=4C(=NC=5C=C(C(=CC5C4)NC(C)=O)F)C3=CC21)=O)=O)O